NC1=CC=C(C=C1)C1=CC=C(C=C1)F 4-amino-4'-fluoro-[1,1'-biphenyl]